BrC=1C=C(C=CC1)C(CCOCC(C(=O)OC)(C)C)OC1OCCCC1 Methyl 3-(3-(3-bromophenyl)-3-((tetrahydro-2H-pyran-2-yl)oxy)propoxy)-2,2-dimethylpropanoate